C(C)N1C(C(=C(C(=C1)C)O)NC(N[C@@H](CC(=O)O)C=1C=C(C=CC1)C1=CC=C(C=C1)C)=O)=O (S)-3-(3-(1-ethyl-4-hydroxy-5-methyl-2-oxo-1,2-dihydropyridin-3-yl)ureido)-3-(4'-methylbiphenyl-3-yl)propionic acid